FC1=CC2=C(OC3=C(C(N2)=O)C=C(C=C3)C(F)(F)F)C=C1 8-fluoro-2-(trifluoromethyl)dibenzo[b,f][1,4]oxazepin-11(10H)-one